C(C)(C)(C)[Si](OC1CC(C1)C1=NC=CC=C1OC(F)(F)F)(C)C tert-butyl-dimethyl-[3-[3-(trifluoromethoxy)-2-pyridyl]cyclobutoxy]silane